OC=1C=NC=C(C(=O)NC2=CC(=CC=C2)[C@H](C)NC2=CN=C3C(=N2)N(N=C3)C)C1 (S)-5-hydroxy-N-(3-(1-((1-methyl-1H-pyrazolo[3,4-b]pyrazin-6-yl)amino)ethyl)phenyl)nicotinamide